C(C(C)C)(=O)N1CC(C1)N1N=C(C(=C1)NC(=O)C=1OC(=CC1)C=1C=NNC1)C1=NC=CC=C1 N-[1-{1-Isobutyrylazetidin-3-yl}-3-(pyridine-2-yl)-1H-pyrazol-4-yl]-5-(1H-pyrazol-4-yl)furan-2-carboxamide